CC1=NC=NC(=C1C1=CC=C2C=C(NC2=C1)C(=O)N1C[C@H](CC1)C(=O)NC1=CC(=C(C(=C1)F)F)F)C (S)-1-(6-(4,6-dimethylpyrimidin-5-yl)-1H-indole-2-carbonyl)-N-(3,4,5-trifluorophenyl)pyrrolidine-3-carboxamide